(3R,4S,5S)-tetrahydro-2H-pyran-2,3,4,5-tetraol O1C([C@@H]([C@H]([C@H](C1)O)O)O)O